FC=1C(=C2CN(C(C2=C(C1F)F)=O)C1C(NC(CC1)=O)=O)N1C(C(NC(C1([2H])[2H])([2H])[2H])([2H])[2H])([2H])[2H] 3-(5,6,7-trifluoro-1-oxo-4-(piperazin-1-yl-2,2,3,3,5,5,6,6-d8)isoindolin-2-yl)piperidine-2,6-dione